N1(CCNCC1)C1=NC(=NC(=C1)N1CCCC1)NC1=CC2=C(C=N1)C=NN2C(C)C N-[4-(piperazin-1-yl)-6-(pyrrolidin-1-yl)pyrimidin-2-yl]-1-(propan-2-yl)-1H-pyrazolo[4,3-c]pyridin-6-amine